7-(5-{[(2R,3S,5S)-2-fluoro-8-azabicyclo[3.2.1]octan-3-yl](methyl)amino}pyrazin-2-yl)imidazo[1,2-a]pyridin-8-ol F[C@@H]1C2CC[C@@H](C[C@@H]1N(C=1N=CC(=NC1)C1=C(C=3N(C=C1)C=CN3)O)C)N2